BrC=1C(N(C=C(C1)C1(CC(C1)C)C1=NN=CN1C)CC(F)(F)F)=O 3-bromo-1-trifluoroethyl-5-[3-methyl-1-(4-methyl-4H-1,2,4-triazol-3-yl)cyclobutyl]pyridin-2(1H)-one